[Cl-].CN(C)C1=CC=CC=2C=CC=3[NH+]=C4C=CC=CC4=NC3C21 dimethylaminobenzophenazineium chloride